C(CCCCC(=O)OCC(CC)(COC(CC(C)=O)=O)COC(CC(C)=O)=O)(=O)OCC(CC)(COC(CC(C)=O)=O)COC(CC(C)=O)=O Bis[2,2-bis(3-oxobutanoyloxymethyl) butyl] adipate